fluorobenzo[d]thiazole-4-carboxamide FC=1SC=2C(N1)=C(C=CC2)C(=O)N